11-acryloyloxy-1,1-undecanedicarboxylic acid C(C=C)(=O)OCCCCCCCCCCC(C(=O)O)C(=O)O